N-((1s,4s)-4-aminocyclohexyl)-4-isopropyl-5-(8-methyl-[1,2,4]triazolo[1,5-a]pyridin-6-yl)-1H-pyrazole-3-carboxamide NC1CCC(CC1)NC(=O)C1=NNC(=C1C(C)C)C=1C=C(C=2N(C1)N=CN2)C